4,4'-((1E,1'E)-9,9'-spirobi[fluorene]-2,7-diylbis(ethene-2,1-diyl))bis(N,N-diphenylaniline) C1=C(C=CC=2C3=CC=C(C=C3C3(C12)C1=CC=CC=C1C=1C=CC=CC13)/C=C/C1=CC=C(N(C3=CC=CC=C3)C3=CC=CC=C3)C=C1)/C=C/C1=CC=C(N(C3=CC=CC=C3)C3=CC=CC=C3)C=C1